methyl (R)-4-(2-(difluoromethyl)-3-fluorophenyl)-2-(fluoromethyl)-5-oxo-1,4,5,7-tetrahydrofuro[3,4-b]pyridine-3-carboxylate FC(C1=C(C=CC=C1F)[C@@H]1C2=C(NC(=C1C(=O)OC)CF)COC2=O)F